O[C@@H](CCCCCCCC(=O)O)\C=C\C=C/C\C=C/CC (9S,10E,12Z,15Z)-9-Hydroxy-10,12,15-octadecatrienoic acid